C(C)(C)(C)C1=CC(=C(OCC2CCN(CC2)C(=O)OC(C)(C)C)C=C1)S(N)(=O)=O tert-butyl 4-[(4-tert-butyl-2-sulfamoyl-phenoxy)methyl]piperidine-1-carboxylate